N-(4-((1-([1,1'-biphenyl]-2-yl)azetidin-3-yl)oxy)phenyl)-2-(pyridine-3-yl)acetamide C1(=C(C=CC=C1)N1CC(C1)OC1=CC=C(C=C1)NC(CC=1C=NC=CC1)=O)C1=CC=CC=C1